CNCCC1OCOC1 4-methylaminoethyl-[1,3]-dioxolane